1,3-bis[3,5-di(3-pyridyl)phenyl]benzene tert-butyl-(1S,5S,6S)-6-(1H-1,2,4-triazol-1-yl)-3,8-diazabicyclo[3.2.1]octane-8-carboxylate C(C)(C)(C)OC(=O)N1[C@@H]2CNC[C@H]1[C@H](C2)N2N=CN=C2.N2=CC(=CC=C2)C=2C=C(C=C(C2)C=2C=NC=CC2)C2=CC(=CC=C2)C2=CC(=CC(=C2)C=2C=NC=CC2)C=2C=NC=CC2